O=C(CC#N)C1=NC=CC=C1 3-oxo-3-(pyridin-2-yl)propanenitrile